CC=1C(=C2C=NNC2=CC1C)C1=C(C=2N=C(N=C(C2C=N1)N1CC2CC(C(C1)C2)O)OCC21CCCN1CCC2)F 3-(7-(5,6-dimethyl-1H-indazol-4-yl)-8-fluoro-2-((tetrahydro-1H-pyrrolizin-7a(5H)-yl)methoxy)pyrido[4,3-d]pyrimidin-4-yl)-3-azabicyclo[3.2.1]octan-6-ol